FC1(CC(C1)C1=NC(=NO1)C=1C=C(C(=C(C1)NC(=O)C1=CN=C2N1C=CC=C2)C)F)F N-(5-(5-(3,3-difluorocyclobutyl)-1,2,4-oxadiazol-3-yl)-3-fluoro-2-methylphenyl)imidazo[1,2-a]pyridine-3-carboxamide